N-((S)-2-((R)-3-((1H-imidazol-2-yl)methyl)-7-(4-fluorophenyl)-3-methyl-2,3-dihydrofuro[2,3-c]pyridin-5-yl)-3,3,3-trifluoro-2-hydroxypropyl)-8-methoxyquinoline-6-carboxamide N1C(=NC=C1)C[C@]1(COC2=C(N=C(C=C21)[C@@](CNC(=O)C=2C=C1C=CC=NC1=C(C2)OC)(C(F)(F)F)O)C2=CC=C(C=C2)F)C